CC1(CCC=2C1=NC1=C(C2NC(=O)N=S(=O)(N)C2=C(N=C(S2)C(C)C)CO)CCC1)C N'-((3,3-dimethyl-1,2,3,5,6,7-hexahydrodicyclopenta[b,e]pyridin-8-yl)carbamoyl)-4-(hydroxymethyl)-2-isopropylthiazole-5-sulfonimidamide